C(C)C=1OC2=C(C1C(=O)C1=CC(=C(C(=C1)Br)O)Br)C=CC=C2 (3,5-dibromo-4-hydroxyphenyl) (2-ethyl-3-benzofuranyl) ketone